CN1C(C(=CC2=CC=NC(=C12)OCC1(CC1)S(NC1=NC=CN=C1)(=O)=O)C(=O)OCC)=O ethyl 1-methyl-2-oxo-8-((1-(N-(pyrazin-2-yl)sulfamoyl)cyclopropyl)methoxy)-1,2-dihydro-1,7-naphthyridine-3-carboxylate